tert-butyl-(6-(hydroxymethyl)quinoline-4-carbonyl)glycine C(C)(C)(C)N(CC(=O)O)C(=O)C1=CC=NC2=CC=C(C=C12)CO